triphosphene oxide P(=PP)=O